ClC=1N=C(N=NC1CO)N1CC(CCC1)N1C(N(CC1)C1=CC=CC=C1)=O 5-Chloro-3-(3-(2-oxo-3-phenylimidazolin-1-yl)piperidin-1-yl)-1,2,4-triazine-6-methanol